C(\C=C\C)(=O)OC1CCCCC1 (2E)-2-butenoic acid, cyclohexyl ester